1-methyl-4-(1-methylethyl)-o-cymene CC1(C(C=C(C=C1)C(C)C)C)C(C)C